(1R,3S,5R)-2-(2-(3-acetyl-5-(2-methylpyrimidin-5-yl)-1H-indazol-1-yl)acetyl)-N-(3-bromoisoquinolin-1-yl)-5-methyl-2-azabicyclo[3.1.0]hexane-3-carboxamide C(C)(=O)C1=NN(C2=CC=C(C=C12)C=1C=NC(=NC1)C)CC(=O)N1[C@@H]2C[C@@]2(C[C@H]1C(=O)NC1=NC(=CC2=CC=CC=C12)Br)C